6-[3,5-dimethyl-4-(2-oxopropoxy)phenyl]-5-methyl-4,5-dihydro-2H-pyridazin-3-one CC=1C=C(C=C(C1OCC(C)=O)C)C=1C(CC(NN1)=O)C